(2S,4S)-4-acetylthio-2-carboxyl-1-(tert-butoxycarbonyl)pyrrolidine C(C)(=O)S[C@H]1C[C@H](N(C1)C(=O)OC(C)(C)C)C(=O)O